NC(CC(=O)O)C(NCCC(OC(C)C)=O)=O 3-amino-3-{[3-oxo-3-(propan-2-yloxy)propyl]carbamoyl}propanoic acid